FC1=C(CC2CCN(CC2)C(=O)OC(C)(C)C)C=CC(=C1)[N+](=O)[O-] tert-butyl 4-(2-fluoro-4-nitrobenzyl)piperidine-1-carboxylate